tin-bismuth-copper [Cu].[Bi].[Sn]